C(=O)(OCC1=CC=CC=C1)N1CCC(=CC1)B1OC(C)(C)C(C)(C)O1 N-cbz-1,2,3,6-tetrahydropyridine-4-boronic acid pinacol ester